7-((2S,5R)-2,5-dimethyl-4-((S)-1-(quinoxalin-6-yl)ethyl)piperazin-1-yl)-6-methoxy-4-methyl-2,4-dihydro-5H-pyrazolo[4,3-b]Pyridin-5-one C[C@@H]1N(C[C@H](N(C1)[C@@H](C)C=1C=C2N=CC=NC2=CC1)C)C=1C=2C(N(C(C1OC)=O)C)=CNN2